(R)-N-(1-Hydroxypropan-2-yl)-5-(piperazin-1-yl)pyridinamide OC[C@@H](C)NC(=O)C1=NC=C(C=C1)N1CCNCC1